5-chloro-4-(cyclopentylmethoxy)-N-((3,4-dihydroquinolin-1(2H)-yl)sulfonyl)-2-fluorobenzamide ClC=1C(=CC(=C(C(=O)NS(=O)(=O)N2CCCC3=CC=CC=C23)C1)F)OCC1CCCC1